C(C)(C)(C)OC(=O)N1CCCC1[C@H](O)C1=CC(=CC=C1)F 5-((R)-(3-fluorophenyl)(hydroxy)methyl)pyrrolidine-1-carboxylic acid tert-butyl ester